2,2,4-trimethyl-6-(3-phenylpropanoyl)cyclohexane-1,3,5-trione CC1(C(C(C(C(C1=O)C)=O)C(CCC1=CC=CC=C1)=O)=O)C